tert-butyliminotris(dimethylamino)tantalum C(C)(C)(C)N=[Ta](N(C)C)(N(C)C)N(C)C